2-(2,6-dichloro-4-nitro-phenoxy)-5-methoxy-N-methyl-pyridine-4-sulfonamide ClC1=C(OC2=NC=C(C(=C2)S(=O)(=O)NC)OC)C(=CC(=C1)[N+](=O)[O-])Cl